ClC=1C(=NC=C(N1)Cl)C(=O)C1=CC(=NC=C1C)NCC1=CC=C(C=C1)OC (3,5-dichloropyrazin-2-yl)(2-(4-methoxybenzylamino)-5-methylpyridin-4-yl)methanone